O1C(CCOCC1)=O 1,5-Dioxepan-2-on